phenyl-spirobifluorene C1(=CC=CC=C1)C=1C2(C3=CC4=CC=CC=C4C3=CC1)C=CC=C1C3=CC=CC=C3C=C12